C(C(CCC)CCC)(=O)N VALPROAMIDE